(R)-1-(7-(8-ethyl-7-fluoro-3-hydroxynaphthalen-1-yl)-8-fluoro-2-(((2R,7aR)-2-fluorotetrahydro-1H-pyrrolizin-7a(5H)-yl)methoxy)pyrido[4,3-d]pyrimidin-4-yl)-3-methylpiperidin-3-ol C(C)C=1C(=CC=C2C=C(C=C(C12)C1=C(C=2N=C(N=C(C2C=N1)N1C[C@@](CCC1)(O)C)OC[C@@]12CCCN2C[C@@H](C1)F)F)O)F